ClC=1C=NN(C1C=1C=CC(=NC1)NC([C@H](C1CCCCCC1)NC(OC(C)(C)C)=O)=O)C tert-butyl (S)-(2-((5-(4-chloro-1-methyl-1H-pyrazol-5-yl)pyridin-2-yl)amino)-1-cycloheptyl-2-oxoethyl)carbamate